ClC1=C(C=CC=C1)CN1N=C(C=C1C1=CC=C2C=NN(C2=C1)CC)COC(C(=O)O)(C)C 2-([1-[(2-chlorophenyl)methyl]-5-(1-ethyl-1H-indazol-6-yl)-1H-pyrazol-3-yl]methoxy)-2-methylpropionic acid